4-(((5R,6S,15S,16R,E)-5,15-dihydroxy-16-methyl-2-oxooxacyclohexadec-3-en-6-yl)oxy)-4-oxobutanoic acid O[C@@H]1/C=C/C(O[C@@H]([C@H](CCCCCCCC[C@@H]1OC(CCC(=O)O)=O)O)C)=O